Methyl 4-[[(4-methylphenyl)sulfonyl]amino][2,2'-bithiophene]-5-carboxylate CC1=CC=C(C=C1)S(=O)(=O)NC=1C=C(SC1C(=O)OC)C=1SC=CC1